2-((3-methyl-2-oxo-1-(5-((4-oxo-3,4-dihydrophthalazin-1-yl)methyl)pyridin-3-yl)indolin-3-yl)amino)acetonitrile CC1(C(N(C2=CC=CC=C12)C=1C=NC=C(C1)CC1=NNC(C2=CC=CC=C12)=O)=O)NCC#N